rel-(R)-4-benzyloxy-2-[5-chloro-6-(3,3-difluoro-1-methyl-cyclopentyl)-2-methyl-3-pyridyl]-1,6-naphthyridine-5-carbonitrile C(C1=CC=CC=C1)OC1=CC(=NC=2C=CN=C(C12)C#N)C=1C(=NC(=C(C1)Cl)[C@]1(CC(CC1)(F)F)C)C |o1:27|